N(=[N+]=[N-])CCOCCOCCOCCOCCC(NCC(C(CS(=O)(=O)C1=CC=CC=C1)O)(C)C)=O 1-azido-18,18-dimethyl-20-benzenesulfonyl-15-oxo-3,6,9,12-tetraoxa-16-aza-19-eicosanol